4-Amino-8-[5-[(5-chloro-2-pyridyl)methoxy]-2-fluoro-phenyl]-2-oxo-N-propyl-1H-quinoline-3-carboxamide NC1=C(C(NC2=C(C=CC=C12)C1=C(C=CC(=C1)OCC1=NC=C(C=C1)Cl)F)=O)C(=O)NCCC